14-Methyl-14-azatetracyclo[8.7.0.03,8.012,16]heptadeca-1(10),3(8),4,6,11,16-hexaene-2,9,13,15-tetrone CN1C(C2=CC=3C(C=4C=CC=CC4C(C3C=C2C1=O)=O)=O)=O